CC1=C(O)C=CC=C1O METHYLRESORCINOL